C(CCCCCCCCCCCCCCC)(=O)N([C@@H](CCC(N)=O)C(=O)O)C(CCCCCCCCCCCCCCC)=O N,N-dipalmitoyl-L-glutamine